3-(((tert-butyldiphenylsilyl)oxy)methyl)-1-methyl-1H-pyrazole-5-carbaldehyde [Si](C1=CC=CC=C1)(C1=CC=CC=C1)(C(C)(C)C)OCC1=NN(C(=C1)C=O)C